(6R)-6-({7-cyclopropyl-2-[1-(propan-2-yl)-1H-pyrazol-4-yl][1,2,4]triazolo[1,5-c]quinazolin-5-yl}amino)-1,4-diazepan-5-one C1(CC1)C1=CC=CC=2C=3N(C(=NC12)N[C@H]1C(NCCNC1)=O)N=C(N3)C=3C=NN(C3)C(C)C